C(#N)C1=CC(=C(COC2=NN(C=C2)C2CCN(CC2)CC2=NC3=C(N2CC2=CN=CN2C(C)C)C=C(C=C3)C(=O)O)C=C1)F 2-((4-(3-((4-cyano-2-fluorobenzyl)oxy)-1H-pyrazol-1-yl)piperidin-1-yl)methyl)-1-((1-isopropyl-1H-imidazol-5-yl)methyl)-1H-benzo[d]imidazole-6-carboxylic acid